5-chloro-6-(4-(3-ethyloxetan-3-yl)piperazin-1-yl)-1-(1-methyl-1H-pyrazol-4-yl)-1H-indazole ClC=1C=C2C=NN(C2=CC1N1CCN(CC1)C1(COC1)CC)C=1C=NN(C1)C